5-[4-Amino-5-(trifluoromethyl)pyrrolo[2,1-f][1,2,4]triazin-7-yl]-N-[(3R,4S)-4-fluoro-1-(3,3,3-trifluoro-2-methylpropanoyl)pyrrolidin-3-yl]-2-methylpyridin-3-carboxamid NC1=NC=NN2C1=C(C=C2C=2C=C(C(=NC2)C)C(=O)N[C@@H]2CN(C[C@@H]2F)C(C(C(F)(F)F)C)=O)C(F)(F)F